BrC1=C(C(=CC=C1)C)NC1=NC=CC(=N1)C N-(2-bromo-6-methyl-phenyl)-4-methyl-pyrimidin-2-amine